rac-3-fluoro-2-hydroxy-5-(2-(4-(pyrrolidin-1-yl)phenyl)morpholine-4-carbonyl)benzaldehyde FC=1C(=C(C=O)C=C(C1)C(=O)N1C[C@H](OCC1)C1=CC=C(C=C1)N1CCCC1)O |r|